tert-Butyl 2-((((9H-fluoren-9-yl)methoxy) carbonyl)(methyl)amino)-4-(4-(allyloxy) phenyl)butanoate C1=CC=CC=2C3=CC=CC=C3C(C12)COC(=O)N(C(C(=O)OC(C)(C)C)CCC1=CC=C(C=C1)OCC=C)C